C(C)(C)(C)OC(=O)N1[C@H](CN(CCC1)CCCOC)C (2S)-4-(3-methoxypropyl)-2-methyl-1,4-diazacycloheptane-1-carboxylic acid tert-butyl ester